FC(C(CCCC1CC(NC(C1)(C)C)(C)C)=O)(F)F 1,1,1-trifluoro-5-(2,2,6,6-tetramethylpiperidin-4-yl)pentan-2-one